C(C)N(CC)CCOC(CCCCC(=O)OCCN(CC)CC)=O.ClC1=C(C(=CC=C1)C(F)(F)F)[N+](=O)[O-] 1-Chloro-2-nitro-3-(trifluoromethyl)benzene bis-(N,N-diethylaminoethyl)adipate